C(C)(C)(C)OC(=O)N1CCN(CC1)CCN1N=CC=C1C(=O)O 1-(2-(4-(tert-Butoxycarbonyl)piperazin-1-yl)ethyl)-1H-pyrazole-5-carboxylic acid